6-(3,4-dimethyl-1H-pyrazol-1-yl)nicotinaldehyde CC1=NN(C=C1C)C1=NC=C(C=O)C=C1